N-(2-amino-3-fluoro-4-((4-nitrobenzyl)amino)phenyl)heptanamide NC1=C(C=CC(=C1F)NCC1=CC=C(C=C1)[N+](=O)[O-])NC(CCCCCC)=O